N-t-butoxycarbonyl-carbamic acid tert-butyl ester C(C)(C)(C)OC(NC(=O)OC(C)(C)C)=O